ClC1=CN=C2N1C=C(C=N2)C=2C=CN1N=C(N=CC12)NC1CC(C1)(O)C 3-((5-(3-chloroimidazo[1,2-a]pyrimidin-6-yl)pyrrolo[2,1-f][1,2,4]triazin-2-yl)amino)-1-methylcyclobutan-1-ol